6-((2-(4-aminophenyl)-2H-indazol-6-yl)sulfonyl)-4-((3-methoxyphenyl)amino)-8-methylquinoline-3-carboxamide NC1=CC=C(C=C1)N1N=C2C=C(C=CC2=C1)S(=O)(=O)C=1C=C2C(=C(C=NC2=C(C1)C)C(=O)N)NC1=CC(=CC=C1)OC